C(C)N1N=NC(=C1)C1=CC(=C(C(=O)N([C@H]2CNCCC2)C2=NC=CC3=CC(=CC(=C23)C)OC)C=C1)F 4-(1-ethyltriazol-4-yl)-2-fluoro-N-(6-methoxy-8-methyl-1-isoquinolyl)-N-[(3R)-3-piperidyl]benzamide